C(C)(=O)C1=CC(=C(C)C=C1)F 4-acetyl-2-fluorotoluene